1-hydroxy-4-phenyl-2-(2,2,2-trifluoroethan-1-on-1-yl)benzo[h]quinolin ON1C(C=C(C2=CC=C3C(=C12)C=CC=C3)C3=CC=CC=C3)C(C(F)(F)F)=O